C(C)(C)(C)C1=CC=C(C=C1)N1NC(=CC1C1=CC=C(C=C1)OC)C1=CC=C(C=C1)OC 1-(4-tert-butyl-phenyl)-3-(4-methoxyphenyl)-5-(4-methoxyphenyl)-pyrazoline